chloro(dimethyl)(2,6,6-trimethyl-1,5,6,7-tetrahydro-s-indacen-1-yl)silane Cl[Si](C1C(=CC2=CC=3CC(CC3C=C12)(C)C)C)(C)C